N-[3-[2-(difluoromethoxy)-5-[1-(oxetan-3-ylmethyl)pyrazol-4-yl]oxy-phenyl]-1-methyl-pyrazol-4-yl]pyrazolo[1,5-a]pyrimidine-3-carboxamide FC(OC1=C(C=C(C=C1)OC=1C=NN(C1)CC1COC1)C1=NN(C=C1NC(=O)C=1C=NN2C1N=CC=C2)C)F